(R)-1-((4-bromo-3-chlorophenyl)sulfonyl)pyrrolidin-3-ol BrC1=C(C=C(C=C1)S(=O)(=O)N1C[C@@H](CC1)O)Cl